N-(2-(1-((2-(2,6-dioxopiperidin-3-yl)-1-oxoisoindoline-5-yl)methyl)piperidin-4-yl)-5-(2-hydroxypropan-2-yl)benzo[d]thiazol-6-yl)-6-(trifluoromethyl)pyridine-2-carboxamide O=C1NC(CCC1N1C(C2=CC=C(C=C2C1)CN1CCC(CC1)C=1SC2=C(N1)C=C(C(=C2)NC(=O)C2=NC(=CC=C2)C(F)(F)F)C(C)(C)O)=O)=O